HYDROXYAMIDE O[NH-]